P(OC1(CC=C(C=C1)C(C)(C)C)C(C)(C)C)(OC1(CC=C(C=C1)C(C)(C)C)C(C)(C)C)OC1(CC=C(C=C1)C(C)(C)C)C(C)(C)C tri(1,4-di-tert-butylphenyl) phosphite